nickel adamantanecarboxylate salt C12(CC3CC(CC(C1)C3)C2)C(=O)[O-].[Ni+2].C23(CC1CC(CC(C2)C1)C3)C(=O)[O-]